ClC=1N=C(C2=C(N1)CCCS2(=O)=O)NC2=CC(=C(C=C2)C2(CC2)C(=O)OCC)F ethyl 1-(4-((2-chloro-5,5-dioxo-7,8-dihydro-6H-thiopyrano[3,2-d]pyrimidin-4-yl)amino)-2-fluorophenyl)cyclopropane-1-carboxylate